ClC=1C(=C(C=2N(N1)C(=NN2)C(F)(F)F)C)C 6-chloro-7,8-dimethyl-3-(trifluoromethyl)-[1,2,4]triazolo[4,3-b]pyridazine